FC=1C=C(C=C(C1)F)C#C 3,5-difluorophenyl-acetylene